CC(=CCC=1C(=C(C(=C(C1O)CN(C(OC)=O)C)CCCCC)CN(C(OC)=O)C)O)CCC=C(C)C dimethyl ((5-(3,7-dimethylocta-2,6-dien-1-yl)-4,6-dihydroxy-2-pentyl-1,3-phenylene)bis(methylene))(E)-bis(methylcarbamate)